BrC=1C=C(C=CC1)C=1C(=NNC1)N 4-(3-bromophenyl)-1H-pyrazol-3-amine